NC=1C(=NC=C(C1)S(=O)(=O)C1=C(C=C(C=C1)C(F)(F)F)F)C(=O)NC[C@H](C)O 3-amino-5-{[2-fluoro-4-(trifluoromethyl)phenyl]sulfonyl}-N-[(2S)-2-hydroxypropyl]pyridine-2-carboxamide